3-[4-[3-(difluoromethyl)cyclobutyl]phenyl]azetidine FC(C1CC(C1)C1=CC=C(C=C1)C1CNC1)F